BrC1=C2C=CN=C(C2=CC=C1)NCC1=C(C=C(C=C1)OC)OC 5-bromo-N-[(2,4-dimethoxyphenyl)methyl]Isoquinoline-1-amine